(S)-(5-(1-(difluoromethyl)-1H-pyrazol-3-yl)-1,3,4-oxadiazol-2-yl)(4-(4-methoxypyrazolo[1,5-a]pyridin-2-yl)-6,7-dihydro-1H-imidazo[4,5-c]pyridin-5(4H)-yl)methanone FC(N1N=C(C=C1)C1=NN=C(O1)C(=O)N1[C@@H](C2=C(CC1)NC=N2)C2=NN1C(C(=CC=C1)OC)=C2)F